COC1=C(C=C(C(=C1)C(F)(F)F)OC)[C@@H]1CNCC1 (R)-3-(2,5-dimethoxy-4-(trifluoromethyl)phenyl)pyrrolidine